FC1=C(C=CC=C1F)[C@@H]1N(OCC1)C1=CC(=NC=N1)NC1=C(C=C2CN(C(C2=C1)=O)C)OC (R)-6-((6-(3-(2,3-difluorophenyl)isoxazolidin-2-yl)pyrimidin-4-yl)amino)-5-methoxy-2-methylisoindolin-1-one